vanadium n-propoxide [O-]CCC.[V+5].[O-]CCC.[O-]CCC.[O-]CCC.[O-]CCC